7-Fluoro-3-methyl-2-phenyl-1-tosyl-1H-indole FC=1C=CC=C2C(=C(N(C12)S(=O)(=O)C1=CC=C(C)C=C1)C1=CC=CC=C1)C